5-hydroxy-3',4',6,7,8-pentamethoxyflavone OC1=C2C(C=C(OC2=C(C(=C1OC)OC)OC)C1=CC(=C(C=C1)OC)OC)=O